1-[4,5-dichloro-2-(prop-2-en-1-yloxy)phenyl]-1-[1-(oxetane-3-carbonyl)piperidin-4-yl]methanamine ClC1=CC(=C(C=C1Cl)C(N)C1CCN(CC1)C(=O)C1COC1)OCC=C